(S)-1-Boc-2-(aminomethyl)pyrrolidine C(=O)(OC(C)(C)C)N1[C@@H](CCC1)CN